N-[4-[2-chloro-3-(4-methylpiperazin-1-yl)phenoxy]-6-(o-tolyl)-5-(2,2,2-trifluoroethyl)pyrimidin-2-yl]-1-methyl-pyrazole-4-sulfonamide ClC1=C(OC2=NC(=NC(=C2CC(F)(F)F)C2=C(C=CC=C2)C)NS(=O)(=O)C=2C=NN(C2)C)C=CC=C1N1CCN(CC1)C